N-(3-(N-(2-chlorophenyl)sulfamoyl)phenyl)-5-nitrothiophene-2-carboxamide ClC1=C(C=CC=C1)NS(=O)(=O)C=1C=C(C=CC1)NC(=O)C=1SC(=CC1)[N+](=O)[O-]